C(C)(=O)OC(C(=O)Cl)C 1-chloro-1-oxopropan-2-yl acetate